benzyl ((4-(((tert-butoxycarbonyl)amino)methyl)phenyl)(imino)methyl)carbamate C(C)(C)(C)OC(=O)NCC1=CC=C(C=C1)C(=N)NC(OCC1=CC=CC=C1)=O